C(C(C)(C)C)(=O)OCOC1=C(C(=CC(=C1)C(C)(CCCCCC)C)O)C1CCCC(=C1)C ((6-hydroxy-5'-methyl-4-(2-methyloctan-2-yl)-1',2',3',4'-tetrahydro-[1,1'-biphenyl]-2-yl)oxy)methyl pivalate